C1=C(C=CC2=CC=CC=C12)C(C=CC1=CC=CC=C1)NC1=CC=CC=C1 N-(1-(naphthalen-2-yl)-3-phenylprop-2-en-1-yl)aniline